ClC(C1=NC(=NO1)C1=CC(=C(CN(C(=O)OC(C)(C)C)C(=O)OC(C)(C)C)C=C1F)F)(F)F Di-tert-butyl (4-{5-[chloro(difluoro)methyl]-1,2,4-oxadiazol-3-yl}-2,5-difluorobenzyl)-2-imidodicarbonate